7-((1R,5S,6r)-3-azabicyclo[3.1.0]hexane-6-ylethynyl)-N-(3-chloro-4-(pyridin-2-ylmethoxy)phenyl)-6-nitroquinazolin-4-amine [C@@H]12CNC[C@H]2C1C#CC1=C(C=C2C(=NC=NC2=C1)NC1=CC(=C(C=C1)OCC1=NC=CC=C1)Cl)[N+](=O)[O-]